C(C)(C)(C)OC(=O)N1C([C@H](C[C@@H]1CO[Si](C)(C)C(C)(C)C)NC(=O)OC(C)(C)C)=O (3S,5R)-3-(tert-butoxycarbonylamino)-5-[[tert-butyl-(dimethyl)silyl]oxymethyl]-2-oxo-pyrrolidine-1-carboxylic acid tert-butyl ester